CC=1C(=NSN1)C(CNC(OC(C)(C)C)=O)=O tert-butyl [2-(4-methyl-1,2,5-thiadiazol-3-yl)-2-oxoethyl]carbamate